N-(2-chloro-6-methylphenyl)-2-((2-methyl-6-(piperazin-1-yl)pyrimidine-4-yl)amino)thiazole-5-carboxamide ClC1=C(C(=CC=C1)C)NC(=O)C1=CN=C(S1)NC1=NC(=NC(=C1)N1CCNCC1)C